1-methyl-6-(piperazin-3-yl)dihydropyrimidine-2,4(1H,3H)-dione CN1C(NC(CC1C1CNCCN1)=O)=O